3,5-di(isobutyl)phenol C(C(C)C)C=1C=C(C=C(C1)CC(C)C)O